OC=1C=C(C=C(C1I)O)C(C)O 1-(3,5-dihydroxy-4-iodophenyl)ethanol